NC1N=NC=C1C=1C(=NN(C1OCC1=CC=C(C=C1)Cl)C1=CC=CC=C1)C(F)(F)F 4-(3-amino-3H-pyrazol-4-yl)(4-chlorophenyl)methyl-1-phenyl-3-(trifluoromethyl)-1H-pyrazol-5-ol